4-(fluoromethylidene)piperidine FC=C1CCNCC1